(S)-5-(2-chlorophenyl)-1-cyclopentyl-N-(4-(3,3-difluoropiperidin-1-yl)-1-(5-(trifluoromethyl)-4H-1,2,4-triazol-3-yl)but-2-yl)-1H-pyrazole-3-carboxamide ClC1=C(C=CC=C1)C1=CC(=NN1C1CCCC1)C(=O)N[C@H](CC1=NN=C(N1)C(F)(F)F)CCN1CC(CCC1)(F)F